C(CCCCCCCCC\C=C/CCCC)=O cis-11-Hexadecenal